3-Methyl-6-iso-propenyl-9-decenyl acetate C(C)(=O)OCCC(CCC(CCC=C)C(=C)C)C